(Z)-N-(1-(5-bromopyridin-3-yl)ethylidene)-2-methylpropane-2-sulfinamide BrC=1C=C(C=NC1)\C(\C)=N/S(=O)C(C)(C)C